O1COC2=C1C=CC(=C2)CC(C)N(C(=O)SCC)C N-[1-(2H-1,3-benzodioxol-5-yl)propan-2-yl]-N-methylethylsulfanylformamide